L-N-methyl-amine CN